ethyl (2-cyano-2-(2-(3,5-dichloro-4-((5-(3,3-dimethylazetidin-1-yl)-6-oxo-1,6-dihydropyridazin-3-yl)oxy)phenyl)hydrazineylidene)acetyl)carbamate C(#N)C(C(=O)NC(OCC)=O)=NNC1=CC(=C(C(=C1)Cl)OC1=NNC(C(=C1)N1CC(C1)(C)C)=O)Cl